N1(CCCC1)CC1=CC=C(C(=O)C2=CC=C(C=C2)CN2CCCC2)C=C1 4,4'-bis(1-pyrrolidinomethyl)benzophenone